CN(\C=C(/C=O)\C)C (Z)-3-(dimethylamino)-2-methylprop-2-enal